C(CCCCCCCC)C1=CC=C(C=C1)P(O)(O)=O (p-nonylphenyl)phosphonic acid